5-amino-5',6'-dihydro-[3,4'-bipyridine]-1'(2'H)-carboxylic acid tert-butyl ester C(C)(C)(C)OC(=O)N1CC=C(CC1)C=1C=NC=C(C1)N